diphenylmethylene(3,5-dimethyl-cyclopentadienyl)(2,7-di-tert-butylfluorenyl)zirconium dichloride [Cl-].[Cl-].C1(=CC=CC=C1)C(C1=CC=CC=C1)=[Zr+2](C1=C(C=CC=2C3=CC=C(C=C3CC12)C(C)(C)C)C(C)(C)C)C1C=C(C=C1C)C